CN([C@@H](CC1=CC=C(C(=O)N)C=C1)CNC(C[C@@H](C(C)C)C1=CC=CC=C1)=O)C 4-[(2S)-2-(dimethylamino)-3-[(3S)-4-methyl-3-phenylpentanamido]propyl]benzamide